ClC=1C=C(C=CC1F)C=1C=CC=NC1OC 5-(3-Chloro-4-fluorophenyl)-6-methoxypyridin